4-methoxybenzenesulfinate COC1=CC=C(C=C1)S(=O)[O-]